3-(5,6-dihydro-4H-pyrrolo[1,2-b]pyrazol-3-yl)-1-((2-(trimethylsilyl)ethoxy)methyl)-1H-pyrazol-4-amine N=1N2C(=C(C1)C1=NN(C=C1N)COCC[Si](C)(C)C)CCC2